C(C)(C)(C)OC(NC1CCN(CC1)C1=NC(=C(C=2N1C=CN2)Br)C2=CC(=C(C=C2)C#N)F)=O (1-(8-Bromo-7-(4-cyano-3-fluorophenyl)imidazo[1,2-c]pyrimidin-5-yl)piperidin-4-yl)carbamic acid tert-butyl ester